N-[2-({[9-(propan-2-yl)-2-(pyridin-3-yl)-9H-purin-6-yl]amino}methyl)propyl]acetamide CC(C)N1C2=NC(=NC(=C2N=C1)NCC(CNC(C)=O)C)C=1C=NC=CC1